1-(3-(4-amino-5-(benzothien-2-yl)-7H-pyrrolo[2,3-d]pyrimidin-7-yl)azetidin-1-yl)prop-2-en-1-one NC=1C2=C(N=CN1)N(C=C2C=2SC1=C(C2)C=CC=C1)C1CN(C1)C(C=C)=O